[O-2].[O-2].[O-2].[Fe+3].[Fe+3].[Fe+3] Triiron(III) trioxide